2-tert-butyl-9,10-bis(n-hexylcarbonyloxy)anthracene C(C)(C)(C)C1=CC2=C(C3=CC=CC=C3C(=C2C=C1)OC(=O)CCCCCC)OC(=O)CCCCCC